FC=1C=C2CCC(C2=C(C1C=1C=C2C(=CN1)NN=C2C=2C=NN(C2)C)OC)N 5-fluoro-7-methoxy-6-(3-(1-methyl-1H-pyrazol-4-yl)-1H-pyrazolo[3,4-c]pyridin-5-yl)-2,3-dihydro-1H-inden-1-amine